FC(OC1=C(C(=O)N[C@H]2[C@H](C2)F)C(=CC(=C1)C1=CN=C2N1C=CC(=C2)C2(CCC2)O)OC)F 2-(difluoromethoxy)-N-[(1R,2S)-2-fluorocyclopropyl]-4-[7-(1-hydroxycyclobutyl)imidazo[1,2-a]pyridin-3-yl]-6-methoxybenzamide